C1C2N(CCN1)CCCC2 3,4,6,8,9,9a-hexahydro-1H-pyrido[1,2-a]pyrazin